FC(C=1C=CC(=C2C=CC=NC12)CC(=O)N)(F)F (8-(trifluoromethyl)quinolin-5-yl)acetamide